FC1=CC=C2C(=NN(C2=C1)C)C(=O)N 6-fluoro-1-methyl-1H-indazole-3-carboxamide